COC(=O)C1=NN(C(=C1)C(F)(F)F)CC(=O)N1CCN(CC1)C(=O)[O-] 4-(2-(3-(methoxycarbonyl)-5-(trifluoromethyl)-1H-pyrazol-1-yl)acetyl)piperazine-1-carboxylate